(3-((4-bromophenoxy)methyl)oxetan-3-yl)methanol BrC1=CC=C(OCC2(COC2)CO)C=C1